The molecule is a organic heterotetracyclic compound that is a red pigment obtained from the wood of Caesalpinia echinata (Brazil-wood) or Caesalpinia sappan (sappan-wood). It has a role as a histological dye, a biological pigment, an immunosuppressive agent, a plant metabolite, an anti-inflammatory agent, an antibacterial agent, an antineoplastic agent, an antioxidant, an EC 1.14.18.1 (tyrosinase) inhibitor, an EC 3.4.24.24 (gelatinase A) inhibitor and an EC 3.6.3.9 (Na(+)/K(+)-transporting ATPase) inhibitor. It is an organic heterotetracyclic compound, a tertiary alcohol, a member of phenols, an enol and a member of quinomethanes. C1C2=CC(=C(C=C2C3=C4C=CC(=O)C=C4OC[C@@]31O)O)O